CC1=CC=C2C3=NN(C4=CC=C(OCCCNC(OCC1=C2)=O)C=C34)C3OCCCC3 5-methyl-19-(oxan-2-yl)-8,14-dioxa-10,19,20-triazatetracyclo[13.5.2.12,6.018,21]tricosa-1(20),2,4,6(23),15,17,21-heptaen-9-one